COC1=CC(=C(C=N1)CN(C)C)C(F)(F)F (6-methoxy-4-(trifluoromethyl)pyridin-3-yl)-N,N-dimethylmethylamine